dimethyl-silane titanium (IV) [Ti+4].C[SiH2]C